1-(1-methylcyclobutyl)methylamine hydrochloride Cl.CC1(CCC1)CN